C(=CCC)C1=CC=C(S1)C=1SC=CC1 5-(1-butenyl)-2,2-bithiophene